FC(C1CN(CC(C1)O)C(=O)OC(C)(C)C)F tert-Butyl 3-(difluoromethyl)-5-hydroxypiperidine-1-carboxylate